CC(CCCOC(C)=O)CCC 4-methylheptylacetat